N1(CCOCC1)C(=O)C1=CC=C(C=N1)C1=CC=CC=2N1N=CC2C(=O)N2CCCCC2 (7-(6-(morpholin-4-carbonyl)pyridin-3-yl)pyrazolo[1,5-a]pyridin-3-yl)(piperidin-1-yl)methanone